isopropyl 5-heptenoate C(CCCC=CC)(=O)OC(C)C